C(C1=CC=CC=C1)N1C(C(CCC1=O)N1C(C2=CC=CC(=C2C1)NC(OC(C)(C)C)=O)=O)=O tert-butyl (2-(1-benzyl-2,6-dioxopiperidin-3-yl)-1-oxoisoindolin-4-yl)carbamate